3-amino-1-(2-oxaspiro[3.5]nonan-7-yl)pyridin-2(1H)-one NC=1C(N(C=CC1)C1CCC2(COC2)CC1)=O